C(C)(C)N(C(C)C)CC=1SC2=C(N1)C=C(C=C2)C2=CC[C@@H](CN2C(=O)OC(C)(C)C)C tert-butyl (3S)-6-[2-[(diisopropylamino)methyl]-1,3-benzothiazol-5-yl]-3-methyl-3,4-dihydro-2H-pyridine-1-carboxylate